ClC1=CC=C(C=C1)CC(=O)NC=1C=NC=C(C(=O)C2=NN(C(=C2C#N)NC(OC(C)(C)C)=O)C(C)C)C1 tert-butyl (3-(5-(2-(4-chlorophenyl)acetamido)nicotinoyl)-4-cyano-1-isopropyl-1H-pyrazol-5-yl)carbamate